4-acetoxymethyl-1,3-dioxolan-2-one C(C)(=O)OCC1OC(OC1)=O